C(C1=CC=CC=C1)NC(CC1=CC=C(C=C1)N1N=NC(=C1)COC1=CC2=CC=CC=C2C=C1)=O N-benzyl-2-(4-(4-((naphthalen-2-yloxy)methyl)-1H-1,2,3-triazol-1-yl)phenyl)acetamide